COC(=O)C1=C(N=NC(=C1)I)OC1=C(C=C(C=C1)F)C 3-(4-fluoro-2-methyl-phenoxy)-6-iodo-pyridazine-4-carboxylic acid methyl ester